C(CCCCCCCCC\C=C\C=C/CC)O (E,Z)-11,13-Hexadecadien-1-ol